ClC=1C=C(C=C(C1OCC1(CC1)O)C)C(C(CC(=O)[O-])C)=O 4-{3-chloro-4-[(1-hydroxycyclopropyl)methoxy]-5-methylphenyl}-3-methyl-4-oxobutanoate